tert-butyl (3aS,6aR)-5-hydroxy-3,3a,4,5,6,6a-hexahydro-1H-cyclopenta[c]pyrrole-2-carboxylate OC1C[C@H]2[C@H](CN(C2)C(=O)OC(C)(C)C)C1